C(C)(C)N1[C@@H]([C@H](CCC1)C1=CC=2C(=NC=CC2NC=2C=CC3=C(N=CS3)C2)S1)C N-(2-((2R,3S)-1-isopropyl-2-methylpiperidin-3-yl)thieno[2,3-b]pyridin-4-yl)benzo[d]thiazol-5-amine